FC(C=1C=CC=2N(N1)C(=CN2)C2=CC(=NC(=C2)F)F)F 6-(difluoromethyl)-3-(2,6-difluoro-4-pyridinyl)imidazo[1,2-b]pyridazine